N1=CC(=CC=2OCCC3N(C21)CCNC3)C#N 7,7a,8,9,10,11-hexahydro-6H-pyrazino[1,2-d]pyrido[3,2-b][1,4]oxazepine-3-carbonitrile